2-(trifluoro-methyl)oxazole-4-carbaldehyde FC(C=1OC=C(N1)C=O)(F)F